N-(2-((2-chloro-5-methylpyrimidin-4-yl)amino)phenyl)methylsulfonamide ClC1=NC=C(C(=N1)NC1=C(C=CC=C1)CNS(=O)=O)C